1,2,3,4-tetrahydrobenzoquinoline N1CCCC2=CC=C3C(=C12)C=CC=C3